CC=1C(=CC2=C(N=CO2)C1)C#N 5-methyl-1,3-benzoxazol-6-carbonitrile